1-(4-(2-(6-(3-Methyl-1H-pyrazol-4-yl)imidazo[1,2-a]pyrazin-3-yl)pyrimidin-4-yl)piperazin-1-yl)ethan-1-one CC1=NNC=C1C=1N=CC=2N(C1)C(=CN2)C2=NC=CC(=N2)N2CCN(CC2)C(C)=O